C(=C\CCCCCC)/B(O)O E-1-OCTENYLBORONIC ACID